[Si](C)(C)(C(C)(C)C)OCCCOC1=C(C(=CC(=C1)C(N)=O)[N+](=O)[O-])C(C=CCNC([O-])=O)N (2-(3-((tert-butyldimethylsilyl)oxy)propoxy)-4-carbamoyl-6-nitrophenyl(amino)but-2-en-1-yl)carbamate